rel-(R)-4-(5-(4,6-bis(trifluoromethyl)pyridin-2-yl)-5-(trifluoromethyl)-4,5-dihydroisoxazol-3-yl)-2-methyl-N-(2-oxo-2-((2,2,2-trifluoroethyl)amino)ethyl)benzamide FC(C1=CC(=NC(=C1)C(F)(F)F)[C@]1(CC(=NO1)C1=CC(=C(C(=O)NCC(NCC(F)(F)F)=O)C=C1)C)C(F)(F)F)(F)F |o1:12|